C(NC(=O)N)(=O)O.C(NC(=O)N)(=O)O.C1(=CC=CC=C1)CC1=CC=CC=C1 diphenylmethane bis(allophanate)